NCC(CNC(C)C)O 1-amino-3-isopropylamino-2-propanol